4-methyl-N2-[6-(7-methylspiro[2H-benzofuran-3,1'-cyclopropane]-4-yl)oxy-3-pyridyl]pyridine-2,3-diamine CC1=C(C(=NC=C1)NC=1C=NC(=CC1)OC1=CC=C(C2=C1C1(CC1)CO2)C)N